2-[2-(4-Methoxy-phenyl)-ethylamino]-8-(1-methyl-1H-pyrazol-4-yl)-1-propyl-1,7-dihydro-purin-6-one COC1=CC=C(C=C1)CCNC=1N(C(C=2NC(=NC2N1)C=1C=NN(C1)C)=O)CCC